(4-(1,1-difluoropropoxy)phenyl)methanamine FC(CC)(OC1=CC=C(C=C1)CN)F